FC1=C(C(=CC(=C1)C=C1CN(C1)CCCF)F)[C@H]1N([C@@H](CC2=CC(=CC=C12)C(=O)OC)C)CC(F)(F)F Methyl (1S,3R)-1-(2,6-difluoro-4-((1-(3-fluoropropyl)azetidin-3-ylidene)methyl)phenyl)-3-methyl-2-(2,2,2-trifluoroethyl)-1,2,3,4-tetrahydroisoquinoline-6-carboxylate